C1(=CC=CC=C1)P(OC(C1=C(C(=C(C=C1C)C)CC)C)=O)=O Ethyl-(2,4,6-trimethylbenzoyl) phenylphosphinate